The molecule is a hydroxycoumarin that is umbelliferone bearing a methoxy substituent at position 6. It has a role as a plant growth regulator and a plant metabolite. It derives from an umbelliferone. COC1=C(C=C2C(=C1)C=CC(=O)O2)O